C(C)C1=C(C=CC(=N1)N1CCC(CC1)N1CC2(C1)OCCNC2)C=2C=C(C=1N(C2)C=CN1)C 2-[1-[6-Ethyl-5-(8-methylimidazo[1,2-a]pyridin-6-yl)-2-pyridinyl]-4-piperidinyl]-5-oxa-2,8-diazaspiro[3.5]nonane